C(C)[C@H]1COCCN1C1=NC(=CC(=C1)C1(CCN(CC1)C(=O)OC(C)(C)C)S(=O)(=O)C)S(=O)(=O)CCC(=O)OC tert-butyl (S)-4-(2-(3-ethylmorpholino)-6-((3-methoxy-3-oxopropyl)sulfonyl)pyridin-4-yl)-4-(methylsulfonyl)piperidine-1-carboxylate